C1(CCC1)CN1C(N(CC12CCC(CC2)(C2=CC=CC=C2)N(C)C)CC2=CC=C(C=C2)OC)=O 1-(cyclobutylmethyl)-8-dimethylamino-8-phenyl-3-[(4-methoxyphenyl)-methyl]-1,3-diazaspiro[4.5]decan-2-one